C(=CC1=CC=CC=C1)C1=NC2=CC=CC=C2C=C1 styrylquinolin